2-[6-[4-(1-methyl-4-piperidinyl)phenyl]-4-oxo-quinazolin-3-yl]acetic acid ethyl ester C(C)OC(CN1C=NC2=CC=C(C=C2C1=O)C1=CC=C(C=C1)C1CCN(CC1)C)=O